COC1=C(C2=C(SC=C2)C=C1)CCNC(OC(C)(C)C)=O Tert-butyl (2-(5-methoxybenzo[b]thiophen-4-yl)ethyl)carbamate